tert-butyl 3-cyano-3-(1-hydroxy-3-methylbutyl)piperidine-1-carboxylate C(#N)C1(CN(CCC1)C(=O)OC(C)(C)C)C(CC(C)C)O